C(C=C)(=O)OCCCCCC(C)OC(C=C)=O 1,6-bis(acryloyloxy)heptane